ClCC1=CC=C(C=C1)C(=O)N1CCCC2=CC(=C(N=C12)C1=CC=C(C=C1)C)[Se]C1=CC=CC=C1 (4-(chloromethyl)phenyl)(6-(phenylseleno)-7-(p-tolyl)-3,4-dihydro-1,8-naphthyridin-1(2H)-yl)methanone